tert-butyl (5-chloro-3-methyl-2-(prop-1-en-2-yl)thieno[3,2-b]pyridin-7-yl)(furan-2-ylmethyl)carbamate ClC1=CC(=C2C(=N1)C(=C(S2)C(=C)C)C)N(C(OC(C)(C)C)=O)CC=2OC=CC2